OC=1C=C(C=CC1)[C@H](C)NC(OC(C)(C)C)=O (S)-tert-butyl (1-(3-hydroxyphenyl)ethyl)carbamate